C(CCC)C(=O)CCCCCCCCCCCCCCCCCCCCCC n-docosyl butyl ketone